4-(4-((2-cyclopropyl-5-fluoro-3-oxo-3,4-dihydroquinolin-6-yl)methyl)piperazin-1-yl)-2-fluoro-N-methylbenzamide C1(CC1)C1=NC2=CC=C(C(=C2CC1=O)F)CN1CCN(CC1)C1=CC(=C(C(=O)NC)C=C1)F